C(C)C(CN1C(=C(C(C=C1O)=O)O)C=O)CCCC N-(2-ethylhexyl)-2-formyl-3,6-dihydroxypyridin-4-one